N1C=CC=2C1=NC=C(C2)OC2=C(C(=O)[O-])C=CC=C2 2-(1H-pyrrolo[2,3-b]pyridin-5-yloxy)benzoate